C(C)OC1=NC2=C(N1CCNC(=O)C1CCC1)C=C(C=C2)OC N-(2-(2-ethoxy-6-methoxy-1H-benzimidazol-1-yl)ethyl)cyclobutanecarboxamide